FC1=C(C(=O)OC)C(=CC=C1OC)N1N=NC=C1 methyl 2-fluoro-3-methoxy-6-(1H-1,2,3-triazol-1-yl)benzoate